3-((2-chloro-6-fluorobenzyl)thio)-7-methoxy-5-propyl-[1,2,4]triazolo[4,3-a]pyrimidine ClC1=C(CSC2=NN=C3N2C(=CC(=N3)OC)CCC)C(=CC=C1)F